methyl (S)-3-(2-chloro-3-hydroxyphenyl)-5-(1-(2-hydroxypropyl)-5-(trifluoromethyl)-1H-pyrazol-4-yl)isoxazole-4-carboxylate ClC1=C(C=CC=C1O)C1=NOC(=C1C(=O)OC)C=1C=NN(C1C(F)(F)F)C[C@H](C)O